NC=1C(=NC(=C(N1)N)Cl)C(=O)NC(NCCCCC=1C=C(C=CC1)C1=CC=C(C=C1)CCC(=O)O)=N 3-(3'-(4-(3-(3,5-diamino-6-chloropyrazine-2-carbonyl)guanidino)butyl)-[1,1'-biphenyl]-4-yl)propanoic acid